5-sulfoisophthalic acid barium salt [Ba+2].S(=O)(=O)([O-])C=1C=C(C=C(C(=O)[O-])C1)C(=O)[O-].S(=O)(=O)([O-])C=1C=C(C=C(C(=O)[O-])C1)C(=O)[O-].[Ba+2].[Ba+2]